tert-butyl N-[6,7-dichloro-3-(1-tetrahydropyran-2-ylpyrazol-4-yl)-1-(2-triisopropylsilylethynyl)indol-4-yl]carbamate ClC1=CC(=C2C(=CN(C2=C1Cl)C#C[Si](C(C)C)(C(C)C)C(C)C)C=1C=NN(C1)C1OCCCC1)NC(OC(C)(C)C)=O